3-(benzoyloxy)oxolane-2-carboxylic acid C(C1=CC=CC=C1)(=O)OC1C(OCC1)C(=O)O